N-(4-hydroxycyclohexyl)-4-[(7-trifluoromethylquinolin-4-yl)amino]benzamide OC1CCC(CC1)NC(C1=CC=C(C=C1)NC1=CC=NC2=CC(=CC=C12)C(F)(F)F)=O